BrC1=CC(=C(C=O)C=C1F)O 4-bromo-5-fluoro-2-hydroxybenzaldehyde